C(C(=C)C)(=O)OC(C(C(CCCC)(CCCC)CCCC)(CCCC)CCCC)(CCCO)CCCC hexabutyl-hydroxypropyl-propyl methacrylate